N-methyl-3-nitro-N-((1-((2-(trimethylsilyl)ethoxy)methyl)-1H-imidazol-4-yl)methyl)aniline CN(C1=CC(=CC=C1)[N+](=O)[O-])CC=1N=CN(C1)COCC[Si](C)(C)C